Di(4-tertiarybutyl-3-hydroxy-2,6-dimethyl benzyl) thiodipropionate S(CCC(=O)OCC1=C(C(=C(C=C1C)C(C)(C)C)O)C)CCC(=O)OCC1=C(C(=C(C=C1C)C(C)(C)C)O)C